BrC=1C=CC(=C(C1)CN(C)C)S(=O)(=O)C(C)C 1-(5-bromo-2-(isopropylsulfonyl)phenyl)-N,N-dimethylmethanamine